methyl 6-(4,4-difluoropiperidin-1-yl)-5-fluoropicolinate FC1(CCN(CC1)C1=C(C=CC(=N1)C(=O)OC)F)F